C[C@H]1CNCC[C@H]1C1=CC(=C(C=C1)OC(F)(F)F)F (3R,4R)-3-Methyl-4-(3-fluoro-4-(trifluoromethoxy)phenyl)piperidine